dioctylphosphite C(CCCCCCC)OP(OCCCCCCCC)[O-]